C(C)[NH+]1CCCC1CC 1,5-bisethylpyrrolidinium